NC1=NC=CC(=C1)C1=CC=C2C(=N1)N(C(=N2)C)C2=CC(=C(C=C2)N2CCN(CC2)C(CCCCCN2CCN(CC2)CC2=CC=C(CNC1=C3CNC(C3=CC=C1)=O)C=C2)=O)F 4-((4-((4-(6-(4-(4-(5-(2-aminopyridin-4-yl)-2-methyl-3H-imidazo[4,5-b]pyridin-3-yl)-2-fluorophenyl)piperazin-1-yl)-6-oxohexyl)piperazin-1-yl)methyl)benzyl)amino)-1-oxoisoindolin